5-bromo-2-[(1Z)-ethanehydrazonoyl]pyridine BrC=1C=CC(=NC1)\C(\C)=N/N